O=C1NC(CCC1N1C(C2=CC=C(C=C2C1=O)N1CCN(CC1)CCCN1CCN(CC1)C1=CC=C(C=C1)OC=1C2=C(SC1C1=CC=C(C=C1)O)C=C(C=C2)O)=O)=O 2-(2,6-dioxopiperidin-3-yl)-5-(4-(3-(4-(4-((6-hydroxy-2-(4-hydroxyphenyl)benzo[b]thiophen-3-yl)oxy)phenyl)piperazin-1-yl)propyl)piperazin-1-yl)isoindoline-1,3-dione